[Si](C1=CC=CC=C1)(C1=CC=CC=C1)(C(C)(C)C)OCCCCCCCCCCC/C(=C/C(=O)OCC)/CCCCCCCCC ethyl (E)-14-((tert-butyldiphenylsilyl) oxy)-3-nonyltetradec-2-enoate